NC1=CC=C(C=N1)NC(=O)C1CC1 N-(6-aminopyridin-3-yl)cyclopropaneamide